FC=1C(=CC=2C3=C(NC(C2C1)=O)COC[C@@H]3N(C(=O)C=3C=C(C=CC3)C3=CC=C(C=C3)F)C)F (R)-N-(8,9-difluoro-6-oxo-1,4,5,6-tetrahydro-2H-pyrano[3,4-c]isoquinolin-1-yl)-4'-fluoro-N-methyl-[1,1'-biphenyl]-3-carboxamide